N[C@@H]1C2=CC=CC=C2CC12CCN(CC2)C=2N=CC(=NC2CO)C#CC(C)(O)C (S)-4-(5-(1-amino-1,3-dihydrospiro[indene-2,4'-piperidin]-1'-yl)-6-(hydroxymethyl)pyrazin-2-yl)-2-methylbut-3-yn-2-ol